N-(2-ethylphenyl)-3-((2-methylindolin-1-yl)sulfonyl)benzamide C(C)C1=C(C=CC=C1)NC(C1=CC(=CC=C1)S(=O)(=O)N1C(CC2=CC=CC=C12)C)=O